C1(CC1)NC(C1=C(C=CC(=C1)F)SC1=CC=C2C(=NN(C2=C1)C1OCCCC1)\C=C\C1=NC=C(C=C1)CN1CCCC1)=O N-cyclopropyl-5-fluoro-2-[3-[(trans)-2-[5-(pyrrolidine-1-ylmethyl)-2-pyridyl]vinyl]-1-tetrahydropyran-2-yl-indazol-6-yl]sulfanylbenzamide